4-CHLORO-3-HYDROXYMETHYL-BENZALDEHYDE ClC1=C(C=C(C=O)C=C1)CO